[Li+].COC1=C(C(=CC=C1)OCOC)S(=O)[O-] 2-methoxy-6-(methoxymethoxy)benzenesulfinic acid lithium salt